ClC1=CC(=C(C=C1)C(C(=O)C1=CNC2=C(C=C(C=C12)OC(F)(F)F)C)NC1=CC(=CC(=C1)S(=O)(=O)C)OC)OC 2-(4-chloro-2-methoxyphenyl)-2-((3-methoxy-5-(methyl-sulfonyl)phenyl)amino)-1-(7-methyl-5-(trifluoromethoxy)-1H-indol-3-yl)ethanone